NC1=CC=C(C=C1)[C@@H]1N(C[C@H](CC1)C)C(C(=O)NC=1C=C(C=NC1)C(=O)N)=O 5-[[2-[(2R,5S)-2-(4-aminophenyl)-5-methyl-1-piperidyl]-2-oxo-acetyl]amino]pyridine-3-carboxamide